ClC1=C(C=C2C(=NC=NC2=C1)N1CCN(CC1)C(C=C)=O)C1=C(C=CC(=C1)Cl)Cl 1-(4-(7-chloro-6-(2,5-dichlorophenyl)quinazolin-4-yl)piperazin-1-yl)prop-2-en-1-one